2-chloro-N-(4-(difluoromethyl)-6-oxo-5-(1H-pyrazol-3-yl)-1,6-dihydropyridin-2-yl)-8,8-dimethyl-7,8-dihydro-6H-cyclopenta[e]pyrazolo[1,5-a]pyrimidine-6-carboxamide ClC1=NN2C(N=CC3=C2C(CC3C(=O)NC=3NC(C(=C(C3)C(F)F)C3=NNC=C3)=O)(C)C)=C1